(2S)-2-({8-[(3β)-cholest-5-en-3-yloxy]octyl}oxy)-N,N-dimethyl-3-[(9z,12z)-octadeca-9,12-dien-1-yloxy]propan-1-amine CC(C)CCC[C@@H](C)[C@H]1CC[C@H]2[C@@H]3CC=C4C[C@H](CC[C@]4(C)[C@H]3CC[C@]12C)OCCCCCCCCO[C@@H](CN(C)C)COCCCCCCCC\C=C/C\C=C/CCCCC